The molecule is a 2'-deoxycytidine hydrochloriode having geminal fluoro substituents in the 2'-position. An inhibitor of ribonucleotide reductase, gemcitabine hydrochloride is used in the treatment of various carcinomas, including non-small cell lung cancer, pancreatic cancer, bladder cancer and breast cancer. It has a role as an immunosuppressive agent, an antiviral drug, an antimetabolite, an antineoplastic agent, an EC 1.17.4.1 (ribonucleoside-diphosphate reductase) inhibitor, a radiosensitizing agent and an anticoronaviral agent. It is an organofluorine compound and a hydrochloride. It contains a gemcitabine. [H+].C1=CN(C(=O)N=C1N)[C@H]2C([C@@H]([C@H](O2)CO)O)(F)F.[Cl-]